N-[(7S)-4-Fluorobicyclo[4.2.0]octa-1,3,5-trien-7-yl]-N'-hydroxy-4-{[(2S)-1-(hydroxyacetyl)azetidin-2-yl]methoxy}-1,2,5-oxadiazol-3-carboximidamid FC1=CC=C2C[C@@H](C2=C1)NC(=NO)C1=NON=C1OC[C@H]1N(CC1)C(CO)=O